ClC1=C(C=C2C(C(NC2=C1)=O)=C(C1=CC(=NO1)C)O)C1=CC=C(C=C1)OCC1OCC1 6-chloro-3-[hydroxy-(3-methylisoxazol-5-yl)methylene]-5-[4-(oxetan-2-ylmethoxy)phenyl]indolin-2-one